COC1=NC=CC(=C1)C=1C(=NC(=CC1)OC)NC(=O)N=[S@](=O)(N)C=1C=NN2C1OCC(C2)(C)C (R)-N'-((2',6-dimethoxy-[3,4'-bipyridin]-2-yl)carbamoyl)-6,6-dimethyl-6,7-dihydro-5H-pyrazolo[5,1-b][1,3]oxazine-3-sulfonimidamide